tert-butyl 4-(4-methyl-3-nitrophenyl)-3-oxopiperazine-1-carboxylate CC1=C(C=C(C=C1)N1C(CN(CC1)C(=O)OC(C)(C)C)=O)[N+](=O)[O-]